2-[(4-{6-[(4-Chloro-2-fluorobenzyl)oxy]pyridin-2-yl}piperidin-1-yl)methyl]-1-[(1-methyl-1H-1,2,3-triazol-5-yl)methyl]-1H-benzimidazol ClC1=CC(=C(COC2=CC=CC(=N2)C2CCN(CC2)CC2=NC3=C(N2CC2=CN=NN2C)C=CC=C3)C=C1)F